C1(CC1)C1=NOC(=N1)C1=C(SC(=C1C)C)NC(=O)C12CC(C1)(C2)C(=O)O 3-((3-(3-cyclopropyl-1,2,4-oxadiazol-5-yl)-4,5-dimethylthiophen-2-yl)carbamoyl)bicyclo[1.1.1]pentane-1-carboxylic acid